[NH4+].[F-].[Li] lithium fluoride, ammonium salt